n-(2-hydroxyethyl)-4-bromo-1,8-naphthalimide C1=CC2=C(C=CC3=C2C(=C1)C(=O)N(C3=O)CCO)Br